SCCSC(CSC(CC)S)(C(SCC(CS)SCCS)C)S 2-(2-mercaptoethylthio)-3-methyl-2-mercapto-3-[3-mercapto-2-(2-mercaptoethylthio)-propylthio]propylthio-propane-1-thiol